N1=CC=C(C=C1)C1=C[C@@H](N(C1)C(=O)OC(C)(C)C)C(=O)OC 1-(tert-Butyl) 2-methyl (R)-4-(pyridin-4-yl)-2,5-dihydro-1H-pyrrole-1,2-dicarboxylate